NCC1=CC(=C(C=C1)NC(=O)C1=CC2=C(O[C@H](CC3=C2SC=C3)C)C=C1C=1C(=NC(=CC1)C(NCCC)=O)C(=O)O)C (S)-3-(9-((4-(aminomethyl)-2-methylphenyl)carbamoyl)-5-methyl-4,5-dihydrobenzo[b]thieno[2,3-d]oxepin-8-yl)-6-(propylcarbamoyl)picolinic acid